N,N'-dibenzyl-urea C(C1=CC=CC=C1)NC(=O)NCC1=CC=CC=C1